OC1CN(N(C1)C(=O)OCC1=CC=CC=C1)C(=O)OC(C)(C)C 1-benzyl 2-tert-butyl 4-hydroxypyrazolidine-1,2-dicarboxylate